O=C1NC(CCC1N1C(C2=CC=C(C=C2C1=O)N1CCC(CC1)CC1CCN(CC1)C(=O)C1CCN(CC1)C1=NC=NC(=C1)C1=NNC2=CC=C(C=C12)OC1(CC1)C)=O)=O 2-(2,6-dioxo-3-piperidyl)-5-[4-[[1-[1-[6-[5-(1-methylcyclopropoxy)-1H-indazol-3-yl]pyrimidin-4-yl]piperidine-4-carbonyl]-4-piperidyl]methyl]-1-piperidyl]isoindoline-1,3-dione